FC(C(CNC(=O)C1=C(C=C(C(=N1)C=1C=NC(=CC1)C)C(F)(F)F)N)(C)O)(F)F 5-amino-6'-methyl-3-trifluoromethyl-[2,3']bipyridinyl-6-carboxylic acid (3,3,3-trifluoro-2-hydroxy-2-methyl-propyl)-amide